1-methyl-N-[4-(2-methylphenoxy)-6-(o-tolyl)-5-(trifluoromethyl)pyrimidin-2-yl]pyrazole-4-sulfonamide CN1N=CC(=C1)S(=O)(=O)NC1=NC(=C(C(=N1)OC1=C(C=CC=C1)C)C(F)(F)F)C1=C(C=CC=C1)C